γ-glycidoxypropylmethyldiisopropoxysilane C(C1CO1)OCCC[Si](OC(C)C)(OC(C)C)C